N1-(4-chlorophenyl)ethane-1,2-diamine ClC1=CC=C(C=C1)NCCN